N-ACETYL-3-PHENYLBICYCLO[2.2.1]HEPTAN-2-AMINE C(C)(=O)NC1C2CCC(C1C1=CC=CC=C1)C2